BrC1=C(C=C2C(N=C(NC2=C1)C)=O)CN(C1=CC=C(C(=O)NCC=2C=NC=CC2)C=C1)CC#C 4-(((7-bromo-2-methyl-4-oxo-1,4-dihydroquinazolin-6-yl)methyl)(prop-2-yn-1-yl)amino)-N-(pyridin-3-ylmethyl)benzamide